C(C)(C)N1CCN(CC1)C1=NC=CC(=C1)C1=CC(=NC=C1)NC(C1=CC=C(C=C1)OC)=O N-(2'-(4-isopropylpiperazin-1-yl)-[4,4'-bipyridin]-2-yl)-4-methoxybenzamide